Ethyl (E)-4-((9-((3-fluorobenzyl)oxy)-8-methoxy-2,2-dimethyl-7-(3-methylbut-2-en-1-yl)-6-oxo-2H,6H-pyrano[3,2-b]xanthen-5-yl)oxy)but-2-enoate FC=1C=C(COC2=CC=3OC=4C=C5C(=C(C4C(C3C(=C2OC)CC=C(C)C)=O)OC/C=C/C(=O)OCC)C=CC(O5)(C)C)C=CC1